(R)-4-methyl-5-(3-morpholino-5-((tetrahydrofuran-3-yl)sulfonyl)phenyl)pyrimidin-2-amine CC1=NC(=NC=C1C1=CC(=CC(=C1)S(=O)(=O)[C@H]1COCC1)N1CCOCC1)N